(R and S)-5-chloro-1-(1-cyclopropyl-1H-pyrazol-4-yl)-6-(1-(3-methyltetrahydrofuran-3-yl)piperidin-4-yl)-1H-indazole ClC=1C=C2C=NN(C2=CC1C1CCN(CC1)[C@]1(COCC1)C)C=1C=NN(C1)C1CC1 |r|